FC1=CC(=C(C=C1)C(=O)N1C[C@@H](CC[C@H]1C)OC1=NC=CC(=C1)C#N)N1N=CC=N1 2-{[(3R,6R)-1-{[4-fluoro-2-(2H-1,2,3-triazol-2-yl)phenyl]carbonyl}-6-methylpiperidin-3-yl]oxy}pyridine-4-carbonitrile